ClC=1C=C(C=CC1)C1(CC(C1)N(C(OC(C)(C)C)=O)C)CC=O tert-butyl ((1r,3r)-3-(3-chlorophenyl)-3-(2-oxoethyl)cyclobutyl)(methyl)carbamate